FC1=C(C=CC(=C1)OC1=C2C(=NC=C1)N(C=C2C)COCC[Si](C)(C)C)NC(OC(C)(C)C)=O tert-butyl (2-fluoro-4-((3-methyl-1-((2-(trimethylsilyl)ethoxy)methyl)-1H-pyrrolo[2,3-b]pyridin-4-yl)oxy)phenyl)carbamate